C(C)(C)(C)C1=CC=C(C=C1)CN1CC2OC3=CC(=NC(NS(C4=CC=CC(C(NC2CC1)=O)=C4)(=O)=O)=N3)C3=C(C=CC=C3C)C 5-[(4-tert-butylphenyl)methyl]-20-(2,6-dimethylphenyl)-2-oxa-16λ6-thia-5,9,17,19,22-pentaazatetracyclo[16.3.1.111,15.03,8]tricosa-1(21),11(23),12,14,18(22),19-hexaene-10,16,16-trione